C(C)C1(CCC(CC1)NC1=NN2C(C(=N1)OC)=C(C=C2)C=2C=C(C=1N(C2)C=CN1)F)O (1s,4s)-1-ethyl-4-((5-(8-fluoroimidazo[1,2-a]pyridin-6-yl)-4-methoxypyrrolo[2,1-f][1,2,4]triazin-2-yl)amino)cyclohexan-1-ol